1-[2-fluoro-4-(5-{2-[3-(trifluoromethoxy)phenyl]acetamido}-1,3,4-thiadiazol-2-yl)butyl]-N-{[4-(trifluoromethyl)pyridin-2-yl]methyl}-1H-1,2,3-triazole-4-carboxamide FC(CN1N=NC(=C1)C(=O)NCC1=NC=CC(=C1)C(F)(F)F)CCC=1SC(=NN1)NC(CC1=CC(=CC=C1)OC(F)(F)F)=O